BrC=1SC=C(N1)C(=O)N1CCC2(CC1)CC1=CC=CC=C1C2 (S)-1'-(2-bromothiazole-4-carbonyl)-1,3-dihydrospiro[indene-2,4'-piperidine]